NC=1C(=NC(=C(N1)C=1OC=CN1)C=1C=CC2=C(N(C=N2)C)C1)C(=O)O 3-amino-6-(1-methyl-1H-1,3-benzodiazol-6-yl)-5-(1,3-oxazol-2-yl)pyrazine-2-carboxylic acid